C1NC([C@@]12CCCNC2)=O (4R)-2,8-diazaspiro[3.5]nonan-3-one